7-amino-3-chloro-5-((2-(6-ethylpyridin-2-yl)ethyl)amino)-2-methylpyrazolo[1,5-a]pyrimidine-6-carbonitrile NC1=C(C(=NC=2N1N=C(C2Cl)C)NCCC2=NC(=CC=C2)CC)C#N